rhodium diacetate C(C)(=O)[O-].C(C)(=O)[O-].[Rh+2]